N1(CCNCC1)C1=C(C=C(C#N)C=C1)C(F)(F)F 4-(piperazin-1-yl)-3-(trifluoromethyl)benzonitrile